C(C)(C)NC(=O)C=1SC=CC1 N-isopropyl-thiophene-2-carboxamide